ClC1=CC=C(CNC(NC2CC3(CC(C3)CNC=O)C2)=O)C=C1 N-((6-(3-(4-chlorobenzyl)ureido)spiro[3.3]hept-2-yl)methyl)carboxamide